(S)-3'-(1-((tert-Butoxycarbonyl)amino)-3-methoxy-3-oxopropyl)-6-methyl-[1,1'-biphenyl]-2-carboxylic acid C(C)(C)(C)OC(=O)N[C@@H](CC(=O)OC)C=1C=C(C=CC1)C=1C(=CC=CC1C)C(=O)O